C(#N)CNC[C@H](O)C=1C=NN(C1)C1=C(C=C(C#N)C=C1)OC1=NC(=NC(=C1)C1=CC=CC=C1)C 4-[4-[(1R)-2-(cyanomethylamino)-1-hydroxyethyl]pyrazol-1-yl]-3-(2-methyl-6-phenylpyrimidin-4-yl)oxybenzonitrile